8-Cyclopentyl-5-methyl-2-((1-(p-tolyl)-1H-pyrazol-3-yl)amino)pyrido[2,3-d]pyrimidin-7(8H)-one C1(CCCC1)N1C(C=C(C2=C1N=C(N=C2)NC2=NN(C=C2)C2=CC=C(C=C2)C)C)=O